4-hydroxyadamantan-2-amine OC1C2C(C3CC(CC1C3)C2)N